(6R,7S)-6-fluoro-7-(3-fluorophenyl)-3-(tetrahydro-2H-pyran-4-yl)-5,6,7,8-tetrahydropyrido[2,3-d]pyrimidine-2,4(1H,3H)-dione F[C@@H]1CC2=C(NC(N(C2=O)C2CCOCC2)=O)N[C@H]1C1=CC(=CC=C1)F